C(C1=CC=CC=C1)OC(=O)N[C@@H](CCCNC(N)=N)C(=O)N[C@@H](CCCNC(N)=N)C(=O)O benzyloxycarbonyl-L-arginyl-L-arginine